tert-butyl (2S,4R)-2-((6-chloro-1H-pyrazolo[3,4-d]pyrimidin-1-yl)methyl)-4-hydroxypyrrolidine-1-carboxylate ClC1=NC=C2C(=N1)N(N=C2)C[C@H]2N(C[C@@H](C2)O)C(=O)OC(C)(C)C